C(C=CC=CCCCCCCC)=O dodecadien-1-al